2-(4-cyclopropyl-2,6-dimethyl-phenyl)-5-morpholino-6H-triazolo-[4,5-d]pyrimidine-7-thione C1(CC1)C1=CC(=C(C(=C1)C)N1N=C2C(N=C(NC2=S)N2CCOCC2)=N1)C